2,2'-(2-oxotetrahydrofuran-3,4-diyl)diacetic acid O=C1OCC(C1CC(=O)O)CC(=O)O